N,2-dimethyl-N-(2,2,2-trifluoro-1-(4-fluorophenyl)ethyl)pyrimidine-5-sulfonamide CN(S(=O)(=O)C=1C=NC(=NC1)C)C(C(F)(F)F)C1=CC=C(C=C1)F